4-chloro-3,5-dibromo-tert-butylbenzene CC(C)(C)C1=CC(=C(C(=C1)Br)Cl)Br